3-[4-(4-bromothiophen-3-yl)-1H-1,2,3-triazol-1-yl]piperidine-2,6-dione BrC=1C(=CSC1)C=1N=NN(C1)C1C(NC(CC1)=O)=O